aminodiphenyldimethoxysilane NCO[Si](OC)(C1=CC=CC=C1)C1=CC=CC=C1